4-(4-chlorophenyl)-piperazin-1-yl-4-chloro-6,7-dihydrothieno[3,2-d]pyrimidine ClC1=CC=C(C=C1)N1CCN(CC1)C=1N=C(C2=C(N1)CCS2)Cl